ClC=1C=CC(=C(C1)B(O)O)F 5-chloro-2-fluorophenyl-boronic acid